1-(4-(5-(4-fluorophenyl)-2H-tetrazol-2-yl)piperidin-1-yl)-2-(4-methyl-1,2,5-oxadiazol-3-yl)ethan-1-one FC1=CC=C(C=C1)C=1N=NN(N1)C1CCN(CC1)C(CC1=NON=C1C)=O